CC=1N[NH+]=C(C1)C(F)(F)F 3-methyl-5-trifluoromethyl-pyrazolium